bis(4-methylphenylethynyl)divinylsilane CC1=CC=C(C=C1)C#C[Si](C=C)(C=C)C#CC1=CC=C(C=C1)C